BrC=1C(=C(C#N)C=CC1)N1CCC(CC1)C=1N(C=NC1)C 3-bromo-2-[4-(3-methylimidazol-4-yl)piperidin-1-yl]benzonitrile